[Mg].[Co] cobalt magnesium salt